IC1=C(C=2N(C=C1)C(NN2)=O)OC 7-Iodo-8-methoxy-[1,2,4]triazolo[4,3-a]pyridin-3(2H)-one